C(C1=CC=CC=C1)OC=1C(=NC=C(C1)OC)C#CC(C)O 4-(3-(benzyloxy)-5-methoxypyridin-2-yl)but-3-yn-2-ol